ALPHA-TERPINENE CC1=CC=C(C(C)C)CC1